C(C)(=O)SCCOCCOCC(=O)OC(C)(C)C tert-butyl 2-(2-(2-(acetylthio) ethoxy) ethoxy)acetate